1-(tert-Butoxycarbonyl)-4-(1,3-thiazol-2-yl)-pyrrolidine C(C)(C)(C)OC(=O)N1CCC(C1)C=1SC=CN1